C(CC)(=O)C=1C(=CC(=NC1)NC(=O)C1CC1)NC1=C2N([C@H](C=3N(C2=CC=C1)N=C(N3)C)C)C (S)-N-(5-propionyl-4-((2,4,5-trimethyl-4,5-dihydro-[1,2,4]triazolo[1,5-a]quinoxalin-6-yl)amino)pyridin-2-yl)cyclopropanecarboxamide